2-amino-8-bromo-N-(8-quinolylmethyl)quinazoline-4-carboxamide NC1=NC2=C(C=CC=C2C(=N1)C(=O)NCC=1C=CC=C2C=CC=NC12)Br